6-(cyclopropanesulfonylamino)pyrazine-2-carboxylic acid methyl ester COC(=O)C1=NC(=CN=C1)NS(=O)(=O)C1CC1